O1C(=CC=C1)P(C=1[C-](C=CC1)[C@@H](C)P(C1=CC(=CC(=C1)C)C)C1=CC(=CC(=C1)C)C)C=1OC=CC1.[CH-]1C=CC=C1.[Fe+2] (R)-1-[(S)-2-(di-2-furylphosphino)ferrocenyl]ethyl-di-3,5-xylylphosphine